1-[(2R)-2-(4-cyclopropyl-triazol-1-yl)-3,3-dimethyl-butyryl]-4-hydroxy-N-(5,6,7,8-tetrahydroisoquinolin-5-yl)pyrrolidine-2-carboxamide C1(CC1)C=1N=NN(C1)[C@@H](C(=O)N1C(CC(C1)O)C(=O)NC1C=2C=CN=CC2CCC1)C(C)(C)C